1,2,3-tris(2-cyanoethyl)propane C(#N)CCCC(CCCC#N)CCC#N